CC1=C(C=C(C=C1C=C)C=C)C=C 2-methyl-1,3,5-trivinylbenzene